[Si](C1=CC=CC=C1)(C1=CC=CC=C1)(C(C)(C)C)OC[C@H]1N(C[C@@H](C1)O)C(=O)OC(C)(C)C tert-butyl (2S,4R)-2-(((tert-butyldiphenylsilyl) oxy) methyl)-4-hydroxypyrrolidine-1-carboxylate